2-(2-methyl-5-phenyl-1,3-thiazole-4-carbonyl)-3-({[5-(trifluoromethyl)pyridin-2-yl]oxy}methyl)-2-azabicyclo[3.1.1]heptane CC=1SC(=C(N1)C(=O)N1C2CC(CC1COC1=NC=C(C=C1)C(F)(F)F)C2)C2=CC=CC=C2